(4-(isoquinolin-8-yl)-3-(4-(isoquinolin-8-yl)phenethoxy)phenyl)methanol C1=NC=CC2=CC=CC(=C12)C1=C(C=C(C=C1)CO)OCCC1=CC=C(C=C1)C=1C=CC=C2C=CN=CC12